O-(3,5-dichloro-4-(3-((5-(trifluoromethyl) pyridin-2-yl) oxy) propoxy) phenyl) diethylaminothiocarboxylate C(C)N(CC)C(=S)OC1=CC(=C(C(=C1)Cl)OCCCOC1=NC=C(C=C1)C(F)(F)F)Cl